4-ethoxy-2-(3-(methylamino)pyrrolidin-1-yl)-N-(2-methylimidazo[1,2-a]pyrimidin-6-yl)pyrimidine-5-carboxamide methyl-(2,6-dibromophenyl)acetate COC(CC1=C(C=CC=C1Br)Br)=O.C(C)OC1=NC(=NC=C1C(=O)NC=1C=NC=2N(C1)C=C(N2)C)N2CC(CC2)NC